(S)-methyl o-chloromandelate ClC1=C([C@@H](C(=O)OC)O)C=CC=C1